[3,5-dimethyl-2-oxo-4-(4-piperidinyl)benzimidazol-1-yl]-1-methyl-piperidine-2-carboxylic acid CN1C(N(C2=C1C(=C(C=C2)C)C2CCNCC2)C2(N(CCCC2)C)C(=O)O)=O